N1(N=CC=C1)C=1C=C(CN(C2=CC(=NC=C2)COCCOCC2=CC(=CC=C2)OC)CC2=CC(=CC=C2)OC)C=CC1 N-(3-(1H-pyrazol-1-yl)benzyl)-N-(3-methoxybenzyl)-2-((2-(3-methoxybenzyloxy)ethoxy)methyl)pyridin-4-amine